1,3-bis(p-carboxyphenoxy)-hexane C(=O)(O)C1=CC=C(OCCC(CCC)OC2=CC=C(C=C2)C(=O)O)C=C1